4-(5-(ethylsulfonamido)-6-fluoropyridin-2-yl)-1H-pyrrolo[2,3-b]pyridin C(C)S(=O)(=O)NC=1C=CC(=NC1F)C1=C2C(=NC=C1)NC=C2